CS(=O)(=O)C=1C=C(CNC2=NC(=NC=C2C(F)(F)F)NC2=CC=C(C=C2)N2CCN(CC2)CC2=CC=C(C=C2)N2C(NC(CC2)=O)=O)C=CC1 1-(4-((4-(4-((4-((3-(methylsulfonyl)benzyl)amino)-5-(trifluoromethyl)pyrimidin-2-yl)amino)phenyl)piperazin-1-yl)methyl)phenyl)dihydropyrimidine-2,4(1H,3H)-dione